tert-butyl 2-[1-(3-aminophenyl)-4-hydroxy-4-piperidyl]acetate NC=1C=C(C=CC1)N1CCC(CC1)(O)CC(=O)OC(C)(C)C